COC=1C=C(C=C(C1)OC)NC1CN(CC1)C(C)C N-(3,5-dimethoxyphenyl)-1-isopropylpyrrolidin-3-amine